BrC1=CC=C(OC2=C(C=C(C=C2)N2C(CCC2=O)=O)C=2C3=C(C(N(C2)C)=O)NC=C3)C=C1 1-(4-(4-bromophenoxy)-3-(6-methyl-7-oxo-6,7-dihydro-1H-pyrrolo[2,3-c]pyridin-4-yl)phenyl)pyrrolidine-2,5-dione